C1(CC1)[S@@](=O)(=N)CC1CCN(CC1)C1=C(C=NC2=C(C=CC=C12)OC)C#N (R)-4-(4-{[cyclopropyl(imino)oxo-λ6-sulfanyl]methyl}piperidin-1-yl)-8-methoxyquinoline-3-carbonitrile